4-bromobutyl 6,6-bis(((Z)-oct-5-en-1-yl)oxy)hexanoate C(CCC\C=C/CC)OC(CCCCC(=O)OCCCCBr)OCCCC\C=C/CC